N,N'-bis{3-(3,5-di-tert-butyl-4-hydroxyphenyl)propionyl}hydrazine C(C)(C)(C)C=1C=C(C=C(C1O)C(C)(C)C)CCC(=O)NNC(CCC1=CC(=C(C(=C1)C(C)(C)C)O)C(C)(C)C)=O